BrC1=CC2=C(N=C(N=C2N[C@H](C)C2=C(C(=CC=C2)C(F)F)F)C)C(N1C)=O (R)-6-Bromo-4-((1-(3-(difluoromethyl)-2-fluorophenyl)ethyl)amino)-2,7-dimethylpyrido[3,4-d]pyrimidin-8(7H)-one